[C@@H]12OC(N[C@H]2CC1)=O (1R,5S)-2-oxa-4-azabicyclo[3.2.0]heptan-3-one